5-chloro-N-[(1S)-3-(methylamino)-1-[[(3S,5R)-5-methyl-2-oxo-pyrrolidin-3-yl]methyl]-2,3-dioxo-propyl]-2-[2-[2-(trifluoromethyl)-4-pyridyl]propanoylamino]benzamide ClC=1C=CC(=C(C(=O)N[C@H](C(C(=O)NC)=O)C[C@H]2C(N[C@@H](C2)C)=O)C1)NC(C(C)C1=CC(=NC=C1)C(F)(F)F)=O